CC1=NC(=CC(=C1)C=1NC2=CC=C(C=C2C1C(C)C)C1CCC(CC1)NC)C 4-(2-(2,6-Dimethylpyridin-4-yl)-3-isopropyl-1H-indol-5-yl)-N-methylcyclohexan-1-amin